bis[2-(trimethoxysilyl) ethyl] tetrasulfide CO[Si](CCSSSSCC[Si](OC)(OC)OC)(OC)OC